ClC1=CC=C(S1)CNC1=CC(=NN1C(C(CO)(C)C)=O)C1CCN(CC1)C(=O)N(C)C 4-(5-{[(5-chlorothiophen-2-yl)methyl]amino}-1-(3-hydroxy-2,2-dimethylpropanoyl)-1H-pyrazol-3-yl)-N,N-dimethylpiperidine-1-carboxamide